2-(ISOBUTOXY)PYRIDINE-3-BORONIC ACID C(C(C)C)OC1=NC=CC=C1B(O)O